ClC=1C=C(NC2=CC=C(C(=N2)C(=O)NCC(C)(C)C)OC)C=C(C1)F 6-(3-chloro-5-fluoro-anilino)-N-(2,2-dimethylpropyl)-3-methoxy-pyridine-2-carboxamide